butyl 3-(((phenylsulfonyl)thio)methyl)azetidine-1-carboxylate C1(=CC=CC=C1)S(=O)(=O)SCC1CN(C1)C(=O)OCCCC